N1N=CC=C1C=1C=CC=C2C=CNC12 7-PYRAZOL-5-YL-INDOLE